C(C)(C)(C)OC(=O)NCCCC[C@@H](C)N1C(=NC2=C1C(=C(C=C2)Cl)C(N(C)C)=O)NC(=O)C=2C=C(C(=O)OC(C)(C)C)C=CC2 tert-butyl (R)-3-((1-(6-((tert-butoxycarbonyl)amino)hexan-2-yl)-6-chloro-7-(dimethylcarbamoyl)-1H-benzo[d]imidazol-2-yl)carbamoyl)benzoate